OC(CCO)C1[C@@]2(C)[C@@H](CC1)[C@@H]1CCC3=CC(CCC3=C1CC2)=O alpha-hydroxy-17-(3-hydroxypropyl)-13alpha-estra-4,9-dien-3-one